C1=CCC2C(NC3=C(C=CC=C3C21)C(=O)O)C(=O)O 3a,4,5,9b-tetrahydro-3H-cyclopenta[c]quinoline-4,6-dicarboxylic acid